(S)-3-methoxyphenyl-ethylamine COC=1C=C(C=CC1)NCC